OC(C(=O)O)C(CC(=O)C1=CC=CC=C1)NC(C)=O 2-hydroxy-3-acetamido-4-phenylcarbonylbutanoic acid